(S)-1-(4-fluorophenyl)-N-methyl-N-(3-(methylamino)bicyclo[1.1.1]pentan-1-yl)-3,4-dihydroisoquinoline-2(1H)-carboxamide FC1=CC=C(C=C1)[C@@H]1N(CCC2=CC=CC=C12)C(=O)N(C12CC(C1)(C2)NC)C